N1N=NC(=C1)C(=O)OCC ethyl 1,2,3-triazole-4-formate